C(C1=CC=CC=C1)OC1(C(C(C(N2C(C=3N(N1C2)C=C(C(C3)=O)C(=O)NCC3=C(C=C(C=C3F)F)F)=O)C)O)O)C (benzyloxy)-3,4-dihydroxy-2,5-dimethyl-7,9-dioxo-N-(2,4,6-trifluorobenzyl)-2,3,4,5,7,9-hexahydro-1,6-methanopyrido[1,2-b][1,2,5]triazonine-10-carboxamide